N-(1H-indol-6-yl)-2,7-naphthyridin-1-amine N1C=CC2=CC=C(C=C12)NC1=NC=CC2=CC=NC=C12